C(C)(C)(C)OC(NC=1C(=NC(=C(C1)F)SCC1=CC=CC=C1)C1CC1)=O (6-(benzylthio)-2-cyclopropyl-5-fluoropyridin-3-yl)carbamic acid tert-butyl ester